(8-((4-(isopropylamino)-1H-pyrrolo[2,3-b]pyridin-6-yl)amino)-2,3-dihydrobenzo[b][1,4]dioxin-5-yl)(morpholino)methanone C(C)(C)NC1=C2C(=NC(=C1)NC1=CC=C(C3=C1OCCO3)C(=O)N3CCOCC3)NC=C2